C(C)(=O)OC1=C(C=C(C=C1)\C=C\C)OC [2-methoxy-4-[(E)-prop-1-enyl]phenyl] acetate